C(C=C)OC(CO)C 2-allyloxypropan-1-ol